3-(2,6-dichlorophenyl)-1-methyl-8-(1-(piperidin-4-yl)-1H-pyrazol-4-yl)-1H-pyrrolo[3',2':5,6]pyrido[4,3-d]pyrimidine-2,4(3H,7H)-dione ClC1=C(C(=CC=C1)Cl)N1C(N(C2=C(C1=O)C=NC1=C2C=C(N1)C=1C=NN(C1)C1CCNCC1)C)=O